Copper lead zinc iron [Fe].[Zn].[Pb].[Cu]